N-(2-oxo-propyl)acetamide O=C(CNC(C)=O)C